tert-butyl (3aS,6aR)-3a,6a-dimethyl-2-[4-(trifluoromethoxy) phenyl]-1,3,4,6-tetrahydropyrrolo[3,4-c]pyrrole-5-carboxylate C[C@@]12[C@@](CN(C1)C(=O)OC(C)(C)C)(CN(C2)C2=CC=C(C=C2)OC(F)(F)F)C